FC=1C=C(C=CC1)C1=CC=C(S1)[C@H](CC(=O)[O-])NC(=O)NC=1C(N(C=CC1[O-])C)=O.[Na+].[Na+] sodium (S)-3-(5-(3-fluorophenyl)thiophen-2-yl)-3-(3-(1-methyl-4-oxido-2-oxo-1,2-dihydro pyridin-3-yl)ureido)propanoate